C(CCCCCCC\C=C/CC=CCCCCC)(=O)OCCOC1=CC(=C(C=C1)OCCOC(CCCCCCCC=CCC=CCCCCC)=O)COC(CCCN(C)C)=O 12'(Z)-((2-(((4-(dimethylamino)butanoyl)oxy)methyl)-1,4-phenylene)bis(oxy))bis(ethane-2,1-diyl) bis(octadeca-9,12-dienoate)